CC(C)(COP(=O)(O)OP(=O)(O)OC[C@@H]1[C@H]([C@H]([C@@H](O1)N2C=NC3=C(N=CN=C32)N)O)OP(=O)(O)O)[C@H](C(=O)NCCC(=O)NCCSC(=O)CC(C)(CCO)O)O The molecule is an acyl-CoA resulting from the formal condensation of the thiol group of coenzyme A with the carboxy group of mevalonic acid. It has a role as a coenzyme and an Aspergillus metabolite. It derives from a mevalonic acid.